4-(chloromethyl)phenyl-triethoxysilane ClCC1=CC=C(C=C1)[Si](OCC)(OCC)OCC